urea, magnesium salt [Mg].NC(=O)N